2-Ethyl 2-[4-[(1S)-2-[tert-butyl(dimethyl)silyl]oxy-1-[[(S)-tert-butylsulfinyl]amino]ethyl]-3-fluoro-phenyl]acetate [Si](C)(C)(C(C)(C)C)OC[C@@H](N[S@@](=O)C(C)(C)C)C1=C(C=C(C=C1)CC(=O)OCC)F